[O-]S(=O)(=O)C(F)(F)F.FS(=O)(=O)N1C(=[N+](C=C1)C)C 3-(fluorosulfonyl)-1,2-dimethylimidazol-1-ium triflate